NCC=1C=C(C=CC1)C1=CC(=C(C=2C=COC21)OCC(=O)[O-])COC2=C(C=CC=C2)CC(=O)O.[Li+] lithium 2-((7-(3-(aminomethyl)phenyl)-5-((2-(carboxymethyl)phenoxy)methyl)benzofuran-4-yl)oxy)acetate